ClC1=C2C(=NC=C1C=1C=C(C=CC1)N1C(CN(CC1)CC1CCN(CC1)C(=O)OC(C)(C)C)=O)NC=C2CC tert-butyl 4-((4-(3-(4-chloro-3-ethyl-1H-pyrrolo[2,3-b]pyridin-5-yl)phenyl)-3-oxopiperazin-1-yl)methyl)piperidine-1-carboxylate